N-(3-((2-((2-ethyl-4-(4-methylpiperazin-1-yl)phenyl)amino)-5-(trifluoromethyl)pyrimidin-4-yl)amino)propyl)isobutyramide C(C)C1=C(C=CC(=C1)N1CCN(CC1)C)NC1=NC=C(C(=N1)NCCCNC(C(C)C)=O)C(F)(F)F